NC1=CC(=C(C(=N1)C)C1=CC2=C(N=C(S2)NC(=O)[C@H]2[C@H](C2)F)C=C1)C (1S,2S)-N-(6-(6-amino-2,4-dimethylpyridin-3-yl)benzo[d]thiazol-2-yl)-2-fluorocyclopropane-1-carboxamide